2-((2,2,6,6-Tetramethylpiperidin-4-yl)oxy)-7-(2H-1,2,3-triazol-2-yl)-4H-chromeno[3,4-d]thiazole CC1(NC(CC(C1)OC=1SC2=C(N1)COC=1C=C(C=CC12)N1N=CC=N1)(C)C)C